(3S,7S)-12-(benzyloxy)-N-(3-chloro-2,4-difluorobenzyl)-3-methyl-1,11-dioxo-1,6,7,11-tetrahydro-3H-2,7-methanopyrido[1,2-a][1,4]diazonine-10-carboxamide C(C1=CC=CC=C1)OC=1C(C(=CN2C1C(N1[C@H](C=CC[C@H]2C1)C)=O)C(=O)NCC1=C(C(=C(C=C1)F)Cl)F)=O